NCCNCCS 2-[(2-Aminoethyl)amino]ethanethiol